5-Nitro-3-(2-trimethylsilanyl-ethoxymethyl)-3H-imidazole-4-carbaldehyde [N+](=O)([O-])C1=C(N(C=N1)COCC[Si](C)(C)C)C=O